Cl.ClC1=CC=C2C=CC(=NC2=C1)C=CC=1C=C(C=CC1)C(CCC1=C(C=CC=C1)C(C)(C)O)SCC1(CC1)CC(=O)O 1-[[[1-[3-[2-(7-chloro-2-quinolinyl)ethenyl]phenyl]-3-[2-(1-hydroxy-1-methylethyl)phenyl]propyl]thio]methyl]cyclopropaneacetate hydrochloride